N[C@@H]1[C@H]([C@@H](N(C2=CC=C(C=C12)F)C(C)=O)C1CC1)C ((2S,3R,4R)-4-amino-2-cyclopropyl-6-fluoro-3-methyl-3,4-dihydroquinolin-1(2H)-yl)ethanone